ClC1=C(C=C(C=C1)Cl)C1=CC=C(O1)C=C1OC2=C(C1=O)C=C(C=C2)C 2-[[5-(2,5-Dichlorophenyl)-2-furanyl]methylene]-5-methyl-3(2H)-benzofuranone